4-(5-chloro-2-(2,4-dichlorophenoxy)phenoxy)butyric acid ClC=1C=CC(=C(OCCCC(=O)O)C1)OC1=C(C=C(C=C1)Cl)Cl